4-benzyloxy-6-chloro-2-methyl-pyridine-3-carbohydrazide C(C1=CC=CC=C1)OC1=C(C(=NC(=C1)Cl)C)C(=O)NN